FC1(CN(CC[C@H]1NC1=NN2C(C(=N1)NC([2H])([2H])[2H])=C(C=C2)C2=CC=C1C(=N2)N(C(=N1)C)CC(F)F)C1COC1)F (R)-N2-(3,3-Difluoro-1-(oxetan-3-yl)piperidin-4-yl)-5-(3-(2,2-difluoroethyl)-2-methyl-3H-imidazo[4,5-b]pyridin-5-yl)-N4-(methyl-d3)pyrrolo[2,1-f][1,2,4]triazine-2,4-diamine